2-[2-(difluoromethoxy)benzene-1-carbonyl]-9,9-dimethyl-8-oxo-2-azaspiro[4.5]dec-6-ene-7-carbonitrile FC(OC1=C(C=CC=C1)C(=O)N1CC2(CC1)C=C(C(C(C2)(C)C)=O)C#N)F